FC1=C(C(=CC(=C1)OC)F)N1C(=NC(=C1)C1=CC=NN1)NC(C1=CC=C(C=C1)OC(F)F)=O N-[1-(2,6-difluoro-4-methoxyphenyl)-4-(1H-pyrazol-5-yl)-1H-imidazol-2-yl]-4-(difluoromethoxy)benzamide